methyl 1-(dodec-11-yn-1-yl)-1H-pyrazole-3-carboxylate C(CCCCCCCCCC#C)N1N=C(C=C1)C(=O)OC